(R,Z)-1-((2'-chloro-5-(dimethylamino)-[1,1'-biphenyl]-2-yl)sulfonyl)-4-fluoro-N-(1-(methylsulfonyl)pent-1-en-3-yl)piperidine-4-carboxamide ClC1=C(C=CC=C1)C1=C(C=CC(=C1)N(C)C)S(=O)(=O)N1CCC(CC1)(C(=O)N[C@@H](\C=C/S(=O)(=O)C)CC)F